3-[(1,1-Dioxo-1,4-thiazinan-4-yl)methyl]-N-[4-[3-[(3-fluorophenyl)methyl]-1H-1,2,4-triazol-5-yl]phenyl]benzamide O=S1(CCN(CC1)CC=1C=C(C(=O)NC2=CC=C(C=C2)C2=NC(=NN2)CC2=CC(=CC=C2)F)C=CC1)=O